5-[5-({[4-(aminomethyl)phenyl]methyl}(methyl)amino)-4-fluoro-1-(2-methylfuran-3-carbonyl)-1H-pyrazol-3-yl]-4-(trifluoromethyl)piperidin-2-one NCC1=CC=C(C=C1)CN(C1=C(C(=NN1C(=O)C1=C(OC=C1)C)C1C(CC(NC1)=O)C(F)(F)F)F)C